CN1N=C(N=N1)CNC N-((2-methyl-2H-tetrazol-5-yl)methyl)methylamine